ClC1=CC(=C(C=C1)C1(OC2=C(C1=C=O)C=CC=C2C2CCN(CC2)CC2=NC1=C(N2C[C@H]2OCC2)C=C(C=C1)C(=O)OC)C)F methyl 2-((4-(2-(4-chloro-2-fluorophenyl)-2-methyl-3-carbonyl-2,3-dihydrobenzofuran-7-yl) piperidin-1-yl) methyl)-1-(((S)-oxetan-2-yl) methyl)-1H-benzo[d]imidazole-6-carboxylate